4-fluoro-6-[2-{[(methoxycarbonyl)amino]methyl}azetidin-1-yl]-1-benzofuran-2-carboxylic acid FC1=CC(=CC2=C1C=C(O2)C(=O)O)N2C(CC2)CNC(=O)OC